NC=1SC2=C(N1)C(=C(C=C2)F)N2CCC(CC2)(F)F 2-amino-4-(4,4-difluoropiperidin-1-yl)-5-fluoro-1,3-benzothiazole